NCC=1NC2=C(C(=CC(=C2C1C=1C=NN(C1)C1OCCCC1)OCC#N)Cl)Cl 2-((2-(Aminomethyl)-6,7-dichloro-3-(1-(tetrahydro-2H-pyran-2-yl)-1H-pyrazol-4-yl)-1H-indol-4-yl)oxy)acetonitrile